O1CC(=CC1)C=1C(=NC(=NC1)NC=1C=NN(C1)C)NC=1C=C(C=CC1F)NC(C=C)=O N-(3-{[5-(2,5-dihydrofuran-3-yl)-2-[(1-methyl-1H-pyrazol-4-yl)amino]pyrimidin-4-yl]amino}-4-fluorophenyl)prop-2-enamide